(S)-1-cyano-N-(5-(pyridin-4-yl)thiazol-2-yl)pyrrolidine-3-carboxamide C(#N)N1C[C@H](CC1)C(=O)NC=1SC(=CN1)C1=CC=NC=C1